beta-Ethanol CCO